FC(COCC1=CC=CC=C1)(C(C=C)(C)C)F (((2,2-difluoro-3,3-dimethylpent-4-en-1-yl)oxy)methyl)benzene